1,1,1,2,4,4,5,5,6,6,7,7,7-tridecaFluoro-2-trifluoromethylheptan-3-one FC(C(C(C(C(C(C(F)(F)F)(F)F)(F)F)(F)F)=O)(C(F)(F)F)F)(F)F